COC1=CC=CC(=N1)C=1C(=NC=CC1)OC=1C=NC(=CC1)C(F)(F)F 6-methoxy-2'-{[6-(trifluoromethyl)pyridin-3-yl]oxy}-2,3'-bipyridine